4-hydroxy-N-(3-(2-isopropyloxazol-4-yl)phenyl)cyclohexanecarboxamide 2-(3-chloropropyl)-4-methylenepiperidine-2-carboxylate ClCCCC1(NCCC(C1)=C)C(=O)O.OC1CCC(CC1)C(=O)NC1=CC(=CC=C1)C=1N=C(OC1)C(C)C